C1(CC1)C1=NNC(=C1)CC1CC2(CN(C2)C(=O)N2CC3(C2)CC(C3)N3N=C(N=C3)C3CC3)C1 [6-[(3-cyclopropyl-1H-pyrazol-5-yl)methyl]-2-azaspiro[3.3]heptan-2-yl]-[6-(3-cyclopropyl-1,2,4-triazol-1-yl)-2-azaspiro[3.3]heptan-2-yl]methanone